C(C)[C@]1(CN2C(OC1)=C(C=N2)[S@@](=O)(N)=NC(NC2=C1CCCC1=CC=1CCCC21)=O)C (R,6S)-6-ethyl-N'-((1,2,3,5,6,7-hexahydro-s-indacen-4-yl)carbamoyl)-6-methyl-6,7-dihydro-5H-pyrazolo[5,1-b][1,3]oxazine-3-sulfonimidamide